(S)-1-fluoro-N-(8-((methyl-d3)amino)-5-(6-(2-methylmorpholino)-[1,2,4]triazolo[1,5-a]pyridin-2-yl)-2,7-naphthyridin-3-yl)cyclopropane-1-carboxamide FC1(CC1)C(=O)NC=1N=CC2=C(N=CC(=C2C1)C1=NN2C(C=CC(=C2)N2C[C@@H](OCC2)C)=N1)NC([2H])([2H])[2H]